rac-(6-chloro-3-(ethylthio)imidazo[1,5-a]pyridin-5-yl)(5-phenylthiophen-2-yl)methanol ClC=1C=CC=2N(C1[C@@H](O)C=1SC(=CC1)C1=CC=CC=C1)C(=NC2)SCC |r|